2,3,7-trihydroxy-4-methoxydibenzofuran OC1=CC2=C(OC3=C2C=CC(=C3)O)C(=C1O)OC